3-cyclopropyl-5-fluoro-N-[(2Z)-imidazolidin-2-ylidene]-4-({3-[(1,3-oxazol-2-yl)carbamoyl]phenyl}amino)benzamide C1(CC1)C=1C=C(C(=O)N=C2NCCN2)C=C(C1NC1=CC(=CC=C1)C(NC=1OC=CN1)=O)F